3-((2-(3-ethylureido)pyridin-4-yl)methyl)-N-methyl-1,2,3,4,4a,5-hexahydropyrazino[1,2-d]pyrido[2,3-b][1,4]oxazine-8-carboxamide C(C)NC(NC1=NC=CC(=C1)CN1CC2N(C3=C(OC2)N=C(C=C3)C(=O)NC)CC1)=O